C1(=CC=CC=C1)C1(CC(C1)=O)C(C)B1OC(C(O1)(C)C)(C)C 3-phenyl-3-(1-(4,4,5,5-tetramethyl-1,3,2-dioxaborolan-2-yl)ethyl)cyclobutan-1-one